6-isopropoxy-2H-pyrazolo[3,4-b]Pyridine-5-carboxylic acid C(C)(C)OC=1C(=CC=2C(N1)=NNC2)C(=O)O